N-(2-(5,6-difluoro-1H-indol-3-yl)ethyl)-4-fluoro-2-((3,4,5-trimethoxyphenyl)amino)benzamide FC=1C=C2C(=CNC2=CC1F)CCNC(C1=C(C=C(C=C1)F)NC1=CC(=C(C(=C1)OC)OC)OC)=O